C(#N)\C(=C/C1=C(N(C(=C1)C)C1=C(N=C(S1)C)C(=O)OCC)C)\C1=NC2=C(C=NC(=C2)OC)N1 (E)-ethyl 5-(3-(2-cyano-2-(6-methoxy-3H-imidazo[4,5-c]pyridin-2-yl)vinyl)-2,5-dimethyl-1H-pyrrol-1-yl)-2-methylthiazol-4-carboxylate